4-[3-[(3R)-3-(1-fluoro-1-methyl-ethyl)piperazin-1-yl]-1,2,4-triazin-6-yl]-7-pyrazol-1-yl-1H-indazole FC(C)(C)[C@H]1CN(CCN1)C=1N=NC(=CN1)C1=C2C=NNC2=C(C=C1)N1N=CC=C1